OCC(C)(C)N1N=CC(=C1)C=1C=CC2=C(C=NC3=C(O2)C=CC(=C3)OC(F)(F)F)C1 2-(1-(1-Hydroxy-2-methylpropan-2-yl)-1H-pyrazol-4-yl)-8-(trifluoromethoxy)dibenzo[b,f][1,4]oxazepin